Ethyl 3-{5-[(3-ethoxypyridin-2-yl)oxy]pyridin-3-yl}-1,2,4-triazine-6-carboxylate C(C)OC=1C(=NC=CC1)OC=1C=C(C=NC1)C=1N=NC(=CN1)C(=O)OCC